O=C1N(CCNC1)CCNC(OC(C)(C)C)=O tert-butyl N-[2-(2-oxopiperazin-1-yl)ethyl]carbamate